11-(triethoxysilyl)undecane-1-amine C(C)O[Si](CCCCCCCCCCCN)(OCC)OCC